C1N(CC2C1CNC2)C2=CC=C(C=C2)NC2C(NC(CC2)=O)=O 3-((4-(hexahydropyrrolo[3,4-c]pyrrol-2(1H)-yl)phenyl)amino)piperidine-2,6-dione